Methyl-1-(4-bromophenyl)-2-cyano-4-cyclopentyl-1H-pyrrole-3-carboxylate COC(=O)C1=C(N(C=C1C1CCCC1)C1=CC=C(C=C1)Br)C#N